FC=1C=C(C=CC1OC1=C2C(=NC=C1)NN=C2NC(COC)(CCO)C)NC(=O)C=2C(N(N=CC2)C2=CC=C(C=C2)F)=O N-(3-fluoro-4-((3-((4-hydroxy-1-methoxy-2-methylbutan-2-yl)amino)-1H-pyrazolo[3,4-b]pyridin-4-yl)oxy)phenyl)-2-(4-fluorophenyl)-3-oxo-2,3-dihydropyridazine-4-carboxamide